OC(CC1C(C(=CC1=O)C)(C)C)(C)C 5-(2-hydroxy-2-methylpropyl)-3,4,4-trimethylcyclopent-2-en-1-one